NC1=CC=C(OC=2C=C(C=CC2)C(=O)C2=CC(=CC=C2)OC2=CC=C(C=C2)N)C=C1 bis(3-(4-aminophenoxy) phenyl) ketone